C1(=CC=CC=C1)C1=NN=C(S1)C(CN)C 2-(5-phenyl-1,3,4-thiadiazol-2-yl)propan-1-amine